3-(2-chloro-4-nitro-phenyl)-1-(3,5-dichlorophenyl)urea ClC1=C(C=CC(=C1)[N+](=O)[O-])NC(NC1=CC(=CC(=C1)Cl)Cl)=O